BrC1=C(C=C2C(=NC(=NC2=C1F)OC[C@]1(C(C1)(F)F)CN(C)C)N1C[C@@](CCC1)(O)C)F (R)-1-(7-bromo-2-(((R)-1-((dimethylamino)methyl)-2,2-difluorocyclopropyl)methoxy)-6,8-difluoroquinazolin-4-yl)-3-methylpiperidin-3-ol